2-([5-(3-Chloro-5-methoxyphenyl)-1-[(2-ethoxyphenyl)methyl]-1H-pyrazol-3-yl]methoxy)-2-methylpropanoic acid ClC=1C=C(C=C(C1)OC)C1=CC(=NN1CC1=C(C=CC=C1)OCC)COC(C(=O)O)(C)C